C(#N)C=1C(N(C2=CC=CC=C2C1N1CCC(CC1)OC1=CC=C(C(=O)OCC)C=C1)C)=O ethyl 4-{[1-(3-cyano-1-methyl-2-oxo-1,2-dihydroquinolin-4-yl)piperidin-4-yl]oxy}benzoate